CN[C@@H]1[C@@H](CCCC1)NC=1C=C2CN(C(C2=CC1)=O)C1C(NC(CC1)=O)=O 3-(5-(((1R,2S)-2-(methylamino)cyclohexyl)amino)-1-oxoisoindolin-2-yl)piperidine-2,6-dione